(S)-N-(4-(4-((2-(methoxymethyl)pyrrolidin-1-yl)amino)-4-oxobutyl)-1-phenyl-1H-imidazol-2-yl)-3-(1H-pyrazol-4-yl)benzamide COC[C@H]1N(CCC1)NC(CCCC=1N=C(N(C1)C1=CC=CC=C1)NC(C1=CC(=CC=C1)C=1C=NNC1)=O)=O